4-isopropylbenzyl salicylate C(C=1C(O)=CC=CC1)(=O)OCC1=CC=C(C=C1)C(C)C